4-(2-(4-Chloro-2,5-difluorophenyl)-2,8-diazaspiro[4.5]decan-8-yl)-5-fluoro-2-methoxyaniline ClC1=CC(=C(C=C1F)N1CC2(CC1)CCN(CC2)C2=CC(=C(N)C=C2F)OC)F